1-(Chinolin-8-yl)-5-oxopyrrolidin N1=CC=CC2=CC=CC(=C12)N1CCCC1=O